FC1=C(C(=C(C(=C1F)Br)N)N)Br 4,5-difluoro-3,6-dibromo-1,2-phenylenediamine